N1CCC(CC1)C=1C=CC2=C(N=CO2)C1 5-(piperidin-4-yl)-1,3-benzoxazole